(2S)-N-{(1s)-1-Cyano-2-[4-(3-methyl-2-oxo-2,3-dihydro-1,3-benzothiazol-5-yl)phenyl]ethyl}-1,4-oxazepane-2-carboxamide C(#N)[C@H](CC1=CC=C(C=C1)C=1C=CC2=C(N(C(S2)=O)C)C1)NC(=O)[C@H]1OCCCNC1